NC1=CC(=NC=N1)NC1=CC(=C2N(C1=O)C1(NC2=O)CC2CCC(C1)N2C)C 6'-[(6-aminopyrimidin-4-yl)amino]-8,8'-dimethyl-2'H-8-azaspiro[bicyclo[3.2.1]octane-3,3'-imidazo[1,5-a]pyridine]-1',5'-dione